p-[(p-Hydroxyphenyl)diphenylmethyl]phenol OC1=CC=C(C=C1)C(C1=CC=C(C=C1)O)(C1=CC=CC=C1)C1=CC=CC=C1